NC1=NC(=CC(=N1)N1CCC2(C[C@H](NC2)C(=O)O)CC1)O[C@@H](C(F)(F)F)C1=C(C=C(C=C1)C1=CC(=C(C=C1)C)Cl)N1N=C(C=C1)C (S)-8-(2-amino-6-((R)-1-(3'-chloro-4'-methyl-3-(3-methyl-1H-pyrazol-1-yl)-[1,1'-biphenyl]-4-yl)-2,2,2-trifluoroethoxy)pyrimidin-4-yl)-2,8-diazaspiro[4.5]decane-3-carboxylic acid